ClC1=NC(=NC(=C1CO)NC)C (4-chloro-2-methyl-6-(methylamino)pyrimidin-5-yl)methanol